5-((Methylamino)methyl)-1,3,4,5-tetrahydro-2H-benzo[b]azepin-2-one hydrochloride Cl.CNCC1C2=C(NC(CC1)=O)C=CC=C2